(6as,8s)-4-iodo-6a,7,8,9-tetrahydro-6H-pyrido[3,2-b]pyrrolo[1,2-d][1,4]oxazin-8-ol IC1=CC=NC2=C1OC[C@H]1N2C[C@H](C1)O